tert-butyl 4-(2-(4-(4-((2,6-dioxopiperidin-3-yl)amino)phenyl)piperidin-1-yl)ethyl)piperazine-1-carboxylate O=C1NC(CCC1NC1=CC=C(C=C1)C1CCN(CC1)CCN1CCN(CC1)C(=O)OC(C)(C)C)=O